C(C)(C)C1=CC(=NN1)C(=O)N1C[C@H]2C([C@H]2C1)C=1N=NN2C1C=C(C=C2)C (5-isopropyl-1H-pyrazol-3-yl)[(1R,5S,6r)-6-(5-methyl-[1,2,3]triazolo[1,5-a]pyridin-3-yl)-3-azabicyclo[3.1.0]hex-3-yl]methanone